C(CCCCCCCCCCCC=CCCCCCC)(=O)OCCCCCCCCCCCCCCCCCCCCCCCCCC hexacosyl eicos-13-enoate